FC([Si](OC(C(F)(F)F)(F)F)(C(F)(F)F)C(F)(F)F)(C(C(C(C(C(C(C(C(F)(F)F)(F)F)(F)F)(F)F)(F)F)(F)F)(F)F)(F)F)F perfluorooctyl-trimethyl-(ethoxy)silane